ClC1(C(C1)COC=1C=C(C(=O)O)C=C(C1)C(F)(F)F)Cl 3-[(2,2-dichlorocyclopropyl)methoxy]-5-(trifluoromethyl)benzoic acid